4,4'-bis[4-(di-p-tolylamino)styryl]biphenyl C1(=CC=C(C=C1)N(C1=CC=C(C=CC2=CC=C(C=C2)C2=CC=C(C=C2)C=CC2=CC=C(C=C2)N(C2=CC=C(C=C2)C)C2=CC=C(C=C2)C)C=C1)C1=CC=C(C=C1)C)C